tert-butyl 2-[2-fluoro-4-(4,4,5,5-tetramethyl-1,3,2-dioxaborolan-2-yl)phenoxy]-7-azaspiro[3.5]nonane-7-carboxylate FC1=C(OC2CC3(C2)CCN(CC3)C(=O)OC(C)(C)C)C=CC(=C1)B1OC(C(O1)(C)C)(C)C